C(C)C1=C2C3(C(N(C2=CC=C1)C)=O)CCC(CC3)=O ethyl-1'-methyl-spiro[cyclohexane-1,3'-indole]-2',4-dione